The molecule is a member of the class of hydroxyindoles that is indoxyl carrying an additional bromo substituent at position 5. It has a role as a chromogenic compound. It is a member of hydroxyindoles, a bromoindole and a heteroaryl hydroxy compound. It derives from an indoxyl. C1=CC2=C(C=C1Br)C(=CN2)O